4-(7-bromo-6-chloro-2-methylquinazolin-4-yl)piperazine-1-carboxylic acid tert-butyl ester C(C)(C)(C)OC(=O)N1CCN(CC1)C1=NC(=NC2=CC(=C(C=C12)Cl)Br)C